N-[2-[[4-[6-[(cis)-2,6-dimethylmorpholin-4-yl]-2-pyridyl]thiazol-2-yl]amino]-2-oxo-ethyl]-4-oxo-isochromane-6-carboxamide C[C@@H]1CN(C[C@@H](O1)C)C1=CC=CC(=N1)C=1N=C(SC1)NC(CNC(=O)C=1C=C2C(COCC2=CC1)=O)=O